8-chloro-7-[(2-methyl-3H-benzimidazol-5-yl)oxy]-2-[5-methyl-1-[(1-methyl-4-piperidyl)methyl]pyrazol-4-yl]quinoxaline ClC=1C(=CC=C2N=CC(=NC12)C=1C=NN(C1C)CC1CCN(CC1)C)OC1=CC2=C(N=C(N2)C)C=C1